2-[[6-(1,3-benzodioxol-5-yl)-3-morpholinosulfonyl-4-quinolyl]amino]benzoic acid O1COC2=C1C=CC(=C2)C=2C=C1C(=C(C=NC1=CC2)S(=O)(=O)N2CCOCC2)NC2=C(C(=O)O)C=CC=C2